BrC1=CC=C2CN(C(C2=C1)=O)C(CCC(=O)OC(C)(C)C)C(N)=O Tert-Butyl 4-(6-bromo-1-oxo-3H-isoindol-2-yl)-4-carbamoylbutanoate